FC(OC=1C=C(C=CC1F)NC1=C2C=C(NC2=C(C=C1)F)C(=O)OCC)(F)F Ethyl 4-((3-trifluoromethoxy-4-fluorophenyl) amino)-7-fluoro-1H-indole-2-carboxylate